CC1=NN=C(O1)C=1N=C(OC1)OC1=CC=C(C=C1)C(C)(C)C1=CC=C(OC2CC(C2)N)C=C1 (1r,3r)-3-(4-(2-(4-((4-(5-methyl-1,3,4-oxadiazol-2-yl)oxazole-2-yl)oxy)phenyl)propan-2-yl)phenoxy)cyclobutylamine